O=C1NC(CCC1N1C(C2=CC=C(C=C2C1=O)N1CCC2(CCN(CC2)CC=O)CC1)=O)=O 2-(9-(2-(2,6-dioxopiperidin-3-yl)-1,3-dioxoisoindolin-5-yl)-3,9-Diazaspiro[5.5]undecan-3-yl)acetaldehyde